2-(4-(methylcarbamoyl)phenyl)-N-(2-azaspiro[3.3]hept-6-yl)benzo[d]imidazo[2,1-b]thiazole-7-carboxamide formate C(=O)O.CNC(=O)C1=CC=C(C=C1)C=1N=C2SC3=C(N2C1)C=CC(=C3)C(=O)NC3CC1(CNC1)C3